ethyl (5-((4-amino-6-(2-hydroxyethoxy)-1H-pyrazolo[3,4-d]pyrimidin-1-yl)methyl)-2-methoxybenzyl)(methyl)phosphinate NC1=C2C(=NC(=N1)OCCO)N(N=C2)CC=2C=CC(=C(CP(OCC)(=O)C)C2)OC